NC=1C=2N(C=C(N1)C(F)(F)F)C(=CN2)C=2C=C(C=CC2)C(C)=O (3-(8-amino-6-(trifluoromethyl)imidazo[1,2-a]pyrazin-3-yl)phenyl)ethan-1-one